N,N-dimethyl-3-[(9Z,12Z)-octadeca-9,12-dien-1-yloxy]propan-2-amine CN(C(C)COCCCCCCCC\C=C/C\C=C/CCCCC)C